C(C)(C)(C)OC(=O)N1C2=C(O[C@H](C1)COC(=O)OC(C)(C)C)C=CC(=C2)Cl (R)-2-(((tert-butoxycarbonyl)oxy)methyl)-6-chloro-2H-benzo[b][1,4]oxazine-4(3H)-carboxylic acid tert-butyl ester